CC1=C(N=C2N(C1=O)C=CC=C2C2=CC=C(C(=O)NC1CCOCC1)C=C2)C(F)(F)F 4-(3-methyl-4-oxo-2-(trifluoromethyl)-4H-pyrido[1,2-a]pyrimidin-9-yl)-N-(tetrahydro-2H-pyran-4-yl)benzamide